C(C)OC=1C=C(CNO)C=CC1O N-(3-ethoxy-4-hydroxybenzyl)hydroxylamine